(R)-2-(bis(4-methoxybenzyl)amino)-4-(pentan-2-ylamino)pyrimidine COC1=CC=C(CN(C2=NC=CC(=N2)N[C@H](C)CCC)CC2=CC=C(C=C2)OC)C=C1